5-phenyl-2-[3-(triethoxysilyl)propyl]-2H-tetrazole C1(=CC=CC=C1)C=1N=NN(N1)CCC[Si](OCC)(OCC)OCC